ClC1=C(C(=O)N2CC3(CN(C3)C(=O)N3CC4(C3)CC(C4)N4N=C(N=C4)C4CC4)C2)C=CC(=C1)F (6-(2-chloro-4-fluorobenzoyl)-2,6-diazaspiro[3.3]heptan-2-yl)(6-(3-cyclopropyl-1H-1,2,4-triazol-1-yl)-2-azaspiro[3.3]heptan-2-yl)methanone